C(C)(C)(C)OC(=O)NCC1=C(C=C(C=C1)C1=NC=NN2C1=CC(=C2)N2CCN(CC2)C(=O)OCC2=CC=CC=C2)C benzyl 4-(4-(4-(((tert-butoxycarbonyl)amino)methyl)-3-methylphenyl)pyrrolo[2,1-f][1,2,4]triazin-6-yl)piperazine-1-carboxylate